FC1=C(C(NC2=CC(=CC=C12)CN1CCN(CC1)C=1C=CC(=NC1)C(=O)NC)=O)C(F)(F)F 5-(4-((4-fluoro-2-oxo-3-(trifluoromethyl)-1,2-dihydroquinolin-7-yl)methyl)piperazin-1-yl)-N-methylpyridineamide